8-fluoropyrido[4,3-d]pyrimidin-4-amine FC1=CN=CC2=C1N=CN=C2N